CN1CCN(CC1)CC=1C=C(C=CC1)N1C=CC2=C1N=CNC2=O 7-{3-[(4-methylpiperazin-1-yl)methyl]phenyl}-3,7-dihydro-4H-pyrrolo[2,3-d]pyrimidin-4-one